propyl (R)-4-(piperidin-3-ylamino)-1H-pyrrolo[2,3-b]pyridine-5-carboxylate hydrochloride salt Cl.N1C[C@@H](CCC1)NC1=C2C(=NC=C1C(=O)OCCC)NC=C2